CC1=C(C(=CC=C1)N)C Xylidin